(2R,3R,4R,5R)-5-(6-amino-9H-purin-9-yl)-4-(bicyclo[2.2.1]hept-5-en-2-ylmethoxy)-2-(hydroxymethyl)tetrahydrofuran-3-ol NC1=C2N=CN(C2=NC=N1)[C@H]1[C@@H]([C@@H]([C@H](O1)CO)O)OCC1C2C=CC(C1)C2